N[C@@H](C(=O)N)CCC=1N=NN(C1)CC(COC(CO)CO)COC(CO)CO (R)-2-amino-4-(1-(3-((1,3-dihydroxypropan-2-yl)oxy)-2-(((1,3-dihydroxypropan-2-yl)oxy)methyl)propyl)-1H-1,2,3-triazol-4-yl)butanamide